6-chloro-7-(triazol-2-yl)-1H-indole-3-sulfonyl chloride ClC1=CC=C2C(=CNC2=C1N1N=CC=N1)S(=O)(=O)Cl